N-(1-cyano-2-(2-oxopiperidin-3-yl)ethyl)-5,5-difluoro-2-(4-fluoro-1H-indole-2-carbonyl)octahydrocyclopenta[c]pyrrole-1-carboxamide C(#N)C(CC1C(NCCC1)=O)NC(=O)C1N(CC2C1CC(C2)(F)F)C(=O)C=2NC1=CC=CC(=C1C2)F